2-Chloro-4-(6-formyl-6-methyl-4-oxo-6,7-dihydro-4H-pyrano[3,4-d]imidazol-3-yl)-benzonitrile ClC1=C(C#N)C=CC(=C1)N1C=NC2=C1C(OC(C2)(C)C=O)=O